zinc trifluoromethyl-sulfinate tert-butyl-(4R)-5-amino-4-(6-hydroxy-3-oxo-1H-isoindol-2-yl)-5-oxopentanoate C(C)(C)(C)OC(CC[C@H](C(=O)N)N1CC2=CC(=CC=C2C1=O)O)=O.FC(F)(F)S(=O)[O-].[Zn+2].FC(F)(F)S(=O)[O-]